methan-1-ol CO